1-(4-Cyclohexylphenyl)-3-(3-hydroxy-4-methoxyphenyl)prop-2-en-1-one C1(CCCCC1)C1=CC=C(C=C1)C(C=CC1=CC(=C(C=C1)OC)O)=O